rac-Methyl (R)-7-(sec-butoxy)-2-(1-(fluoromethyl)-2-oxabicyclo[2.1.1]hexan-4-yl)imidazo[1,2-a]pyrimidine-6-carboxylate [C@@H](C)(CC)OC1=NC=2N(C=C1C(=O)OC)C=C(N2)C21COC(C2)(C1)CF |r|